(5S,8S,10aR)-3-acetyl-5-amino-N-((R)-chroman-4-yl)-6-oxodecahydropyrrolo[1,2-a][1,5]diazocine-8-carboxamide hydrochloride Cl.C(C)(=O)N1CC[C@@H]2N(C([C@H](C1)N)=O)[C@@H](CC2)C(=O)N[C@@H]2CCOC1=CC=CC=C21